[2-(1,4-diazepin-1-yl)pyrimidin-5-yl]-5-[(1R)-1-(3,5-dichloro-4-pyridinyl)ethoxy]-1H-indazole N1(C=CN=CC=C1)C1=NC=C(C=N1)N1N=CC2=CC(=CC=C12)O[C@H](C)C1=C(C=NC=C1Cl)Cl